1-([1,1'-biphenyl]-3-yl)-4-hydroxy-3-(2,2,2-trifluoroethan-1-one-1-yl)-[1]benzothieno[3,2-h]quinolin-2(1H)-one C1(=CC(=CC=C1)N1C(C(=C(C2=CC=C3C(=C12)SC1=C3C=CC=C1)O)C(C(F)(F)F)=O)=O)C1=CC=CC=C1